ClC1=C(C=CC=C1)\C=C\C (2-chlorophenyl)-trans-1-propene